C(CC=CCCN)N 3-hexene-1,6-diamine